ethyl 6-bromo-1-[(4-fluorophenyl) methyl]-2-oxo-1,8-naphthyridine-3-carboxylate BrC=1C=C2C=C(C(N(C2=NC1)CC1=CC=C(C=C1)F)=O)C(=O)OCC